C[Si](C1=CC=C(C=C1)[Si](CCC1C2C=CC(C1)C2)(C)C)(CCC2C1C=CC(C2)C1)C 1,4-bis[dimethyl-[2-(5-norbornen-2-yl)ethyl]silyl]benzene